(5-amino-2-butyl-3-benzofuranyl)[4-[3-(dibutylamino)propoxy]phenyl]methanone NC=1C=CC2=C(C(=C(O2)CCCC)C(=O)C2=CC=C(C=C2)OCCCN(CCCC)CCCC)C1